1-(3-Methylpiperazin-1-yl)prop-2-en-1-one 2,2,2-trifluoroacetate FC(C(=O)O)(F)F.CC1CN(CCN1)C(C=C)=O